C(CCCCCCC\C=C/CCCCCCCC)OCC(OCCCCCCCC\C=C/CCCCCCCC)CO[C@H]1[C@H](O)[C@@H](O)[C@@H](O)[C@H](O1)CO 1,2-di-O-oleyl-3-O-beta-D-galactopyranosyl-glycerol